cyclohexyltrifluoromethanesulfonate C1(CCCCC1)OS(=O)(=O)C(F)(F)F